5-methyl-1-(4-((4'-((5-methylhexahydropyrrolo[3,4-c]pyrrol-2(1H)-yl)methyl)-[1,1'-biphenyl]-4-yl)methyl)phenyl)-1H-pyrazole-3-carboxamide CC1=CC(=NN1C1=CC=C(C=C1)CC1=CC=C(C=C1)C1=CC=C(C=C1)CN1CC2CN(CC2C1)C)C(=O)N